3-(4-((4-isopropylbenzyl)oxy)phenyl)acrylamide C(C)(C)C1=CC=C(COC2=CC=C(C=C2)C=CC(=O)N)C=C1